(R)-N-(3,5-difluoro-4-((6-methoxy-7-(2-(methylamino)ethoxy)quinolin-4-yl)oxy)phenyl)-4-((tetrahydrofuran-3-yl)oxy)pyridine-3-carboxamide FC=1C=C(C=C(C1OC1=CC=NC2=CC(=C(C=C12)OC)OCCNC)F)NC(=O)C=1C=NC=CC1O[C@H]1COCC1